FC1=C(CCOC2=CC=C3C=CN(C3=C2)CCNC(CO)(CO)C)C=CC=C1 2-((2-(6-(2-fluorophenethoxy)-1H-indol-1-yl)ethyl)amino)-2-methylpropane-1,3-diol